1-amino-4,4-difluoro-cyclohexanecarboxylic acid NC1(CCC(CC1)(F)F)C(=O)O